2-(4-[2-fluoro-5-[3-(6-methylpyridin-2-yl)-1H-pyrazol-4-yl]phenyl]pyrazol-1-yl)ethanol FC1=C(C=C(C=C1)C=1C(=NNC1)C1=NC(=CC=C1)C)C=1C=NN(C1)CCO